C(C1=CC=CC=C1)[N+](C)(C)CCCCCCCCCCCCCCC benzylpentadecyldimethylammonium